COC1=NC(=C(C(=C1C#N)C1=CC=C(C=C1)OC1COC1)C#N)SCC1COC1 2-Methoxy-6-((oxetan-3-ylmethyl)thio)-4-(4-(oxetan-3-yloxy)phenyl)pyridine-3,5-dicarbonitrile